1,2-di(oleoyl)-sn-glycero-3-phospho-L-serine C(CCCCCCC\C=C/CCCCCCCC)(=O)OC[C@@H](OC(CCCCCCC\C=C/CCCCCCCC)=O)COP(=O)(O)OC[C@H](N)C(=O)O